C(CCCCCCCC(=O)OCCC1CCN(CC1)CCSSCCN1CCC(CC1)CCO)(=O)OC(CCCCCCCC)CCCCCCCC 1-(heptadecan-9-yl) 9-(2-(1-(2-((2-(4-(2-hydroxyethyl)piperidin-1-yl)ethyl)disulfaneyl)ethyl)piperidin-4-yl)ethyl) nonanedioate